NC1=C(C=CC(=N1)N1C2CN(C(C1)CC2)C(=O)OC(C)(C)C)[N+](=O)[O-] Tert-butyl 5-(6-amino-5-nitropyridin-2-yl)-2,5-diazabicyclo[2.2.2]Octane-2-formate